2-(4-(2,4-dioxotetrahydropyrimidin-1(2H)-yl)-3-methylphenoxy)-1-hydroxyethanesulfonic acid O=C1N(CCC(N1)=O)C1=C(C=C(OCC(S(=O)(=O)O)O)C=C1)C